Cl.C(C)(C)NCC(C)C N-isopropyl-2-methylpropan-1-amine hydrochloride